2-((3-(3-chloropyridin-4-ylethynyl)pyridin-4-yl)mercapto)-2-methylpropanoic acid ClC=1C=NC=CC1C#CC=1C=NC=CC1SC(C(=O)O)(C)C